BrC=1C=CC(=NC1)N1C(N(C2=C1C(=CC=C2)C)CC(=O)NCC(F)(F)F)=O 2-[3-(5-bromo-2-pyridyl)-4-methyl-2-oxo-benzimidazol-1-yl]-N-(2,2,2-trifluoroethyl)acetamide